NC1=C(N=NC(=C1C)Cl)N[C@H]1CN(CC[C@H]1O)C(=O)OC(C)(C)C tert-butyl (3S,4R)-3-((4-amino-6-chloro-5-methylpyridazin-3-yl)amino)-4-hydroxypiperidine-1-carboxylate